C(C)[C@@H]1C(CN2C(CCC12)=O)=C (R)-ethyl-2-methylene-5-oxotetrahydro-1H-pyrrolizine